C(N)(OCCCCCCNC(CN)=O)=O {6-[(amino acetyl)amino] hexyl} carbamate